The molecule is a 1,2-diacyl-sn-glycerol 3-diphosphate in which both of the phosphatidyl acyl groups are specified as octanoyl. It is a 1,2-diacyl-sn-glycerol 3-diphosphate and an octanoate ester. It is a conjugate acid of a 1,2-dioctanoyl-sn-glycerol 3-diphosphate(3-). CCCCCCCC(=O)OC[C@H](COP(=O)(O)OP(=O)(O)O)OC(=O)CCCCCCC